6-[4-[2-[(5-chloro-8-hydroxy-3-methyl-1-oxo-3,4-dihydroisochromene-7-carbonyl)amino]-3-[(2-methylpropan-2-yl)oxy]-3-oxopropyl]phenyl]hexanoic acid ClC1=C2CC(OC(C2=C(C(=C1)C(=O)NC(CC1=CC=C(C=C1)CCCCCC(=O)O)C(=O)OC(C)(C)C)O)=O)C